O=C1C(O)=C(O)[C@H](O1)[C@@H](O)CO.C(CCCCCCCCCCCCCCC)(=O)O.C(CCCCCCCCCCCCCCC)(=O)O dipalmitic acid ascorbate